C(C)OC=1C=C(C(=O)NC2=CC(=CC=C2)NS(=O)(=O)C)C=CC1OCC=1C=NC=CC1 3-ethoxy-N-(3-(methylsulfonamido)phenyl)-4-(pyridin-3-ylmethoxy)benzamide